BrC=1C=C(C=CC1)C1(CC1)C=1C(=NN2C1CN(C(C2)C)C(=O)OC(C)(C)C)C(NC)=O tert-butyl 3-[1-(3-bromophenyl)cyclopropyl](methyl)carbamoyl-6-methyl-4H,5H,6H,7H-pyrazolo[1,5-a]pyrazine-5-carboxylate